2-(1-acetylpiperidin-4-yl)-1H-benzo[d]imidazole-6-carboxylic acid methyl ester COC(=O)C=1C=CC2=C(NC(=N2)C2CCN(CC2)C(C)=O)C1